COC(=O)C1=CC(=CC=2N(C=NC21)CC(F)(F)F)I.C2(=CC=CC=C2)NC(=O)[C@H]2N(CCC2)C2=NC=CC=C2 (S)-N-phenyl-1-(pyridin-2-yl)pyrrolidine-2-carboxamide methyl-6-iodo-1-(2,2,2-trifluoroethyl)benzimidazole-4-carboxylate